ClP(OCCC#N)N(C(C)C)C(C)C 3-((chloro(diisopropylamino)phosphanyl)oxy)propanenitrile